Tert-butyl (R)-4-(6-aminopyridin-3-yl)-2-methylpiperazine-1-carboxylate NC1=CC=C(C=N1)N1C[C@H](N(CC1)C(=O)OC(C)(C)C)C